3-(t-butyl)-N-(6-chloro-5-(1-methyl-2-oxo-7-(phenylamino)-1,2-dihydropyrimido[4,5-d]pyrimidin-3(4H)-yl)pyridin-3-yl)benzamide C(C)(C)(C)C=1C=C(C(=O)NC=2C=NC(=C(C2)N2C(N(C3=NC(=NC=C3C2)NC2=CC=CC=C2)C)=O)Cl)C=CC1